BrCCCCS(=O)(=O)[O-].[Na+] sodium 4-bromobutyl-sulfonate